6-(5-cyano-2-methoxyphenyl)-5-methoxynicotinic acid C(#N)C=1C=CC(=C(C1)C1=NC=C(C(=O)O)C=C1OC)OC